SC=1C2=C(N(C(N1)=O)C)N(C(N(C2=O)C2=CC=CC=C2)=O)C2=CC=CC=C2 5-mercapto-8-methyl-1,3-diphenyl-1H,8H-pyrimido[4,5-d]pyrimidine-2,4,7-trione